CC(C[C@@H](C(=O)N1CCC(CC1)CC=1N(C=CN1)CCC)N1C([C@@H](NCC1)CC(C)C)=O)C (S)-1-[(S)-3-Methyl-1-({4-[(1-propyl-1H-imidazol-2-yl)methyl]-1-piperidyl}carbonyl)butyl]-3-isobutyl-2-piperazinone